OC1=C(C=CC(=C1)OCCCCCCCC)N1N=C2C(=N1)C=CC=C2 2-(2-hydroxy-4-octyloxyphenyl)benzotriazole